N-(3-(aminomethyl)-4-fluorophenyl)-5-(3,5-dichloro-4-fluorophenyl)-N-ethyl-5-(trifluoromethyl)-4,5-dihydroisoxazol-3-amine NCC=1C=C(C=CC1F)N(C1=NOC(C1)(C(F)(F)F)C1=CC(=C(C(=C1)Cl)F)Cl)CC